COC1=NC=C(C2=CC=CC=C12)C=N[S@@](=O)C(C)(C)C (S)-N-((1-methoxyisoquinolin-4-yl)methylene)-2-methylpropan-2-sulfinamide